N1(N=NC2=C1C=CC=C2)C(=O)C=2C(=NC(=NC2)NC2=C(C=CC=C2)OC)NC2=C(C=C(C=C2)OC)OC 5-(1,2,3-benzotriazole-1-carbonyl)-N4-(2,4-dimethoxyphenyl)-N2-(2-methoxyphenyl)pyrimidine-2,4-diamine